trimethylolpropane dioleate monomyristate C(CCCCCCCCCCCCC)(=O)O.C(CCCCCCC\C=C/CCCCCCCC)(=O)O.C(CCCCCCC\C=C/CCCCCCCC)(=O)O.C(O)C(CC)(CO)CO